ClC1=CC=C(C(=N1)C(=O)NS(=O)(=O)C)N[C@H](C)C=1C=C(C=C2C(N(C(=NC12)N1CC2=NN(C=C2C1)CC)C)=O)C (R)-6-chloro-3-((1-(2-(2-ethyl-2,6-dihydropyrrolo[3,4-c]pyrazol-5(4H)-yl)-3,6-dimethyl-4-oxo-3,4-dihydroquinazolin-8-yl)ethyl)amino)-N-(methylsulfonyl)picolinamide